tert-butyl (4-iodopyridin-3-yl)carbamate IC1=C(C=NC=C1)NC(OC(C)(C)C)=O